(R)-2-(pyrrolidin-3-yloxy)-5-(trifluoromethyl)pyridine N1C[C@@H](CC1)OC1=NC=C(C=C1)C(F)(F)F